5-(4-chloro-6-isopropoxy-pyrimidin-2-yl)pyridine-3-carbonitrile ClC1=NC(=NC(=C1)OC(C)C)C=1C=C(C=NC1)C#N